BrC1=CC(=C(C=C1F)NS(=O)(=O)C1=CN(C2=CC(=CC=C12)Cl)CC(C)O)F N-(4-bromo-2,5-difluorophenyl)-6-chloro-1-(2-hydroxypropyl)indole-3-sulfonamide